2-(4-((4,4-difluorocyclohexyl)amino)-2-(3,5-dimethyl-1H-pyrazol-1-yl)-5,8-dihydropyrido[3,4-d]pyrimidin-7(6H)-yl)acetonitrile FC1(CCC(CC1)NC=1C2=C(N=C(N1)N1N=C(C=C1C)C)CN(CC2)CC#N)F